(2-(1H-indol-3-yl)-1H-imidazol-4-yl)(3,5-dimethoxy-4-(trideuteromethoxy)phenyl)methanone N1C=C(C2=CC=CC=C12)C=1NC=C(N1)C(=O)C1=CC(=C(C(=C1)OC)OC([2H])([2H])[2H])OC